8-[(2S,5R)-2,5-dimethyl-4-{[2-methyl-6-(trifluoromethyl)pyridin-3-yl]methyl}piperazin-1-yl]-5-methyl-6-oxo-5,6-dihydro-1,5-naphthyridine-2-carbonitrile C[C@@H]1N(C[C@H](N(C1)CC=1C(=NC(=CC1)C(F)(F)F)C)C)C1=CC(N(C=2C=CC(=NC12)C#N)C)=O